C(C)N(C1=C(C(=O)C=2C=C3C(=CN(C3=CC2)NCCC)C2CCN(CC2)CCCC)C=CC=C1)CC 5-(2-(diethylamino)benzoyl)-N-propylamino-3-(1-butylpiperidin-4-yl)-1H-indole